NC1=C(C(=CC=C1)N)OC 2,6-diaminoanisole